C(C=C)(=O)N1CC(=CCC1)C=1N=C(N(C1)C=1C=C2CCNC(C2=CC1)=O)C 6-(4-(1-acryloyl-1,2,5,6-tetrahydropyridin-3-yl)-2-methyl-1H-imidazol-1-yl)-3,4-dihydroisoquinolin-1(2H)-one